1-(4-methoxy-3-pentoxyphenyl)-3-(1H-pyrrolo[2,3-b]pyridin-4-ylmethyl)urea COC1=C(C=C(C=C1)NC(=O)NCC1=C2C(=NC=C1)NC=C2)OCCCCC